OC1=NC(=NC(=C1C(=O)NN)C)C1=NC=CC=C1 4-hydroxy-6-methyl-2-(pyridin-2-yl)pyrimidine-5-carbohydrazide